FC1=C(C=CC=C1)C1=CC(=CC=C1)C[C@@H]1N(CC2(CC2)[C@@H]1NS(=O)(=O)C)C(=O)[C@@H]1OCC1 N-((6S,7S)-6-((2'-fluoro-[1,1'-biphenyl]-3-yl)methyl)-5-((R)-oxetane-2-carbonyl)-5-azaspiro[2.4]heptan-7-yl)methanesulfonamide